FC(N1N=CC(=C1)C=1C=C(C=2N(C1)N=CC2C#N)C=2C=NC(=CC2)N2CCN(CC2)CC2=C(C=CC=C2)S(=O)(=O)C)F 6-(1-difluoromethyl-1H-pyrazol-4-yl)-4-(6-(4-(2-(methylsulfonyl)benzyl)piperazin-1-yl)pyridin-3-yl)pyrazolo[1,5-a]pyridine-3-carbonitrile